BrC1COCC=2C(=NC=3C=CC=CC3C21)NCC2=C(C=C(C=C2)OC)OC bromo-N-(2,4-dimethoxybenzyl)-1,4-dihydro-2H-pyrano[3,4-c]quinolin-5-amine